2-((4-(5-(pyridin-4-yl)-1H-imidazol-1-yl)phenoxy)methyl)-1-methyl-1H-benzo[d]imidazole N1=CC=C(C=C1)C1=CN=CN1C1=CC=C(OCC2=NC3=C(N2C)C=CC=C3)C=C1